N1=CC(=CC2=CC=CC=C12)S(=O)(=O)C1=CC=C(C=C1)CNC(=O)C1=CC=2C=NC=CC2N1 N-{[4-(quinoline-3-sulfonyl)phenyl]methyl}-1H-pyrrolo[3,2-c]pyridine-2-carboxamide